(R)-5-[(2-chloro-4-pyrimidinyl)methoxy]-15-methyl-11-thia-3,6,14,17-tetraazatetracyclo[8.8.0.02,7.012,18]octadeca-1,3,5,7,9,12(18)-hexaen-13-one ClC1=NC=CC(=N1)COC=1C=NC2=C3C=4NC[C@H](NC(C4SC3=CC=C2N1)=O)C